Stearoylbenzoylmethane C(CCCCCCCCCCCCCCCCC)(=O)CC(C1=CC=CC=C1)=O